BrC1=CC(=C(C(=O)OC)C=C1F)C(C(=O)OC)C#N methyl 4-bromo-2-(1-cyano-2-methoxy-2-oxo-ethyl)-5-fluoro-benzoate